5-(bromomethyl)-3-ethoxy-4-iodo-isoxazole BrCC1=C(C(=NO1)OCC)I